C(CCCCCCCCC=C)(=O)OC1=C(C(=O)O)C=CC=C1 undecylenoyloxybenzoic acid